Adamantane-1-carboxylic acid (2-pyridin-4-yl-ethyl)-amide N1=CC=C(C=C1)CCNC(=O)C12CC3CC(CC(C1)C3)C2